FC=1C=C(C=CC1)C=1C(=NN(C1C(=O)O)C=1SC(=C(N1)C=C(C)C)C1=CC=C(C=C1)C(F)(F)F)C 4-(3-fluorophenyl)-3-methyl-1-(4-(2-methylprop-1-en-1-yl)-5-(4-(trifluoromethyl)phenyl)thiazol-2-yl)-1H-pyrazole-5-carboxylic acid